BrC1=C(C(=O)NC=2C=CC=3N(C2)C(=NN3)S(=O)(=O)C)C=CC=C1 2-bromo-N-(3-(methylsulfonyl)-[1,2,4]triazolo[4,3-a]pyridin-6-yl)benzamide